C(C1=CC=CC=C1)N1CCC(CC1)(B1OC(C(O1)(C)C)(C)C)C 1-Benzyl-4-methyl-4-(4,4,5,5-tetramethyl-1,3,2-dioxaborolan-2-yl)piperidine